5-[(3-cyanophenyl)methyl]-7-ethyl-5H,6H,7H,8H,9H,10H-cyclohepta[b]indole-4-carboxylic acid C(#N)C=1C=C(C=CC1)CN1C2=C(C3=CC=CC(=C13)C(=O)O)CCCC(C2)CC